N-((R)-1-(4-(4-(but-3-en-1-yloxy)pyrazolo[1,5-a][1,3,5]triazin-2-yl)-5-methoxypyridin-2-yl)ethyl)-N-ethyl-2-methylpropan-2-sulfinamide C(CC=C)OC1=NC(=NC=2N1N=CC2)C2=CC(=NC=C2OC)[C@@H](C)N(S(=O)C(C)(C)C)CC